N-(cis-3-morpholinocyclobutyl)-5-(pyrido[2,3-b]pyrazin-7-yl)pyrrolo[2,1-f][1,2,4]triazin-2-amine O1CCN(CC1)[C@H]1C[C@H](C1)NC1=NN2C(C=N1)=C(C=C2)C2=CC=1C(=NC=CN1)N=C2